2,4-dihydroxy-4',5',6'-trimethoxychalcone OC1=C(C=CC(=C1)O)\C=C\C(=O)C1=CC=C(C(=C1OC)OC)OC